p-methoxyphenylbutenone COC1=CC=C(C=C1)CC(C=C)=O